N,N-diethylaniline tetrakis(pentafluorophenyl)borate FC1=C(C(=C(C(=C1[B-](C1=C(C(=C(C(=C1F)F)F)F)F)(C1=C(C(=C(C(=C1F)F)F)F)F)C1=C(C(=C(C(=C1F)F)F)F)F)F)F)F)F.C(C)N(C1=CC=CC=C1)CC